BrC1=CC=2N=CN(C(C2C=N1)=O)[C@H](C)C=1C=C(C(=O)OC)C=CC1 methyl (R)-3-(1-(7-bromo-4-oxopyrido[4,3-d]pyrimidin-3(4H)-yl)ethyl)benzoate